FC=1C=CC(=C(C1)C=1C=CC=[N+](C1)[O-])N1N=CC(=C1)C(F)(F)F 5-(5-fluoro-2-(4-(trifluoromethyl)-1H-pyrazole-1-yl)phenyl)pyridine 1-oxide